CO[Si](CCC1C(CC(CC1)CC[Si](OC)(OC)OC)CC[Si](OC)(OC)OC)(OC)OC 1,2,4-tris[2-(trimethoxysilyl)ethyl]Cyclohexane